3-[6-(3-isopropoxy-phenyl)-naphthalen-2-yl]-propionic acid C(C)(C)OC=1C=C(C=CC1)C=1C=C2C=CC(=CC2=CC1)CCC(=O)O